1-ethyl-2,4,5-trimethyl-3-amyl-imidazole tetracyanoborate C(#N)[B-](C#N)(C#N)C#N.C(C)N1C(N(C(=C1C)C)CCCCC)C